potassium di-n-butyl sulfosuccinate S(=O)(=O)(O)C(C(=O)OCCCC)CC(=O)OCCCC.[K]